CN(C(OC1=CC=C2C(=C(C(OC2=C1)=O)CC1=C(C(=CC=C1)NS(NC)(=O)=O)F)CN(C)CC#N)=O)C 4-(((cyanomethyl)(methyl)amino)methyl)-3-(2-fluoro-3-((N-methylsulfamoyl)amino)benzyl)-2-oxo-2H-chromen-7-yl dimethylcarbamate